N-[3-[2-(difluoromethoxy)-5-[1-(3-hydroxycyclobutyl)pyrazol-4-yl]oxy-phenyl]-1-methyl-pyrazol-4-yl]pyrazolo[1,5-a]pyrimidine-3-carboxamide FC(OC1=C(C=C(C=C1)OC=1C=NN(C1)C1CC(C1)O)C1=NN(C=C1NC(=O)C=1C=NN2C1N=CC=C2)C)F